1-[1-[(4-bromo-3-fluoro-phenyl)methyl]-4-(cyanomethyl)-4-piperidyl]-3-(cyclopropanecarbonylamino)pyrazole-4-carboxamide BrC1=C(C=C(C=C1)CN1CCC(CC1)(CC#N)N1N=C(C(=C1)C(=O)N)NC(=O)C1CC1)F